2-(2,6-dioxopiperidin-3-yl)-5-(((1R,2R)-2-(ethylamino)-2,3-dihydro-1H-inden-1-yl)(methyl)amino)isoindoline-1,3-dione O=C1NC(CCC1N1C(C2=CC=C(C=C2C1=O)N(C)[C@H]1[C@@H](CC2=CC=CC=C12)NCC)=O)=O